2-chloro-6-(trifluoromethyl)nicotinamide ClC1=C(C(=O)N)C=CC(=N1)C(F)(F)F